OC1(C(C=C(C(=C1N)C)N)O)C 2-hydroxy-amino-methyl-2-methyl-amino-phenol